C(C(=C)C)(=O)OCCC[Si](C)(C)OC [γ-(methacryloyloxy)propyl]methoxydimethylsilane